4-amino-1-ethyl-1H-pyrazolo[4,3-c]quinoline-8-carboxylic acid NC1=NC=2C=CC(=CC2C2=C1C=NN2CC)C(=O)O